N-methyl-N-(4'-methylbenzenesulfonyl)-2-naphthylacetyleneamine CN(C#CC1=CC2=CC=CC=C2C=C1)S(=O)(=O)C1=CC=C(C=C1)C